[2-[[tert-butyl(dimethyl)silyl]oxymethyl]-3,3-difluoro-allyl]carbamate [Si](C)(C)(C(C)(C)C)OCC(CNC([O-])=O)=C(F)F